N-[4-[(6,7-Dimethoxy-1,5-naphthyridin-4-yl)oxy]-3-fluorophenyl]-4-ethoxy-5-(4-fluorophenyl)-2-methylpyridine-3-carboxamide COC=1N=C2C(=CC=NC2=CC1OC)OC1=C(C=C(C=C1)NC(=O)C=1C(=NC=C(C1OCC)C1=CC=C(C=C1)F)C)F